F[B-](F)(F)F.F[B-](F)(F)F.CCCCCCCC octane di(tetrafluoroborate)